OC1=C(C(=CC(=C1)OC)OC)C(\C=C\C1=CC=C(C=C1)OC)=O (E)-1-(2-hydroxy-4,6-dimethoxyphenyl)-3-(4-methoxyphenyl)prop-2-en-1-one